BrC(C1=CC=CC=C1)C1=CC(=C(C(=C1)Cl)S(=O)(=O)NCC(C)C)Cl 4-(bromobenzyl)-2,6-dichloro-N-isobutylbenzenesulfonamide